N1N=CC(=C1)C1=CC=C(C=C1)NC1=NC(=NC=C1OC)N1CCNCCC1 N-(4-(1H-pyrazol-4-yl)phenyl)-2-(1,4-diazepan-1-yl)-5-methoxypyrimidin-4-amine